C1(CC1)CN1C(=CC2=CC=C(C=C12)C1=CC=C2C=NNC2=C1F)C1=NN2C(C=CC(=C2)C(=O)N2C3CCC(C2)[C@H]3N)=C1C (7R)-2-{2-[1-(Cyclopropylmethyl)-6-(7-fluoro-1H-indazol-6-yl)-1H-indol-2-yl]-3-methylpyrazolo[1,5-a]pyridine-6-carbonyl}-2-azabicyclo[2.2.1]heptan-7-amine